tris(disilylphosphanyl)silane [SiH3]P([SiH3])[SiH](P([SiH3])[SiH3])P([SiH3])[SiH3]